N(=NC(C(=N)NC1=CC=C(C=C1)Cl)(C)C)C(C(=N)NC1=CC=C(C=C1)Cl)(C)C 2,2'-azobis[N-(4-chlorophenyl)-2-methylpropionamidine]